NC1CCC(CC1)CNC=1C=C(C=CC1Br)C1=NNC(O1)=O 5-[3-({[(1R,4r)-4-aminocyclohexyl]methyl}amino)-4-bromophenyl]-1,3,4-oxadiazol-2(3H)-one